7,8-dimethoxy-2,7-dihydroxy-2H-1,4-benzoxazin-3(4H)-one COC1(C(=C2C(NC(C(O2)O)=O)=CC1)OC)O